C(C1=CC=CC=C1)N1[C@H](CN(C[C@@H](C1)O)C(=O)C=1C=C(C=CC1)S(=O)(=O)NC1=NC(=CC(=N1)Cl)C1=C(C=CC=C1C)C)CC(C)C 3-[(3S,6R)-4-benzyl-6-hydroxy-3-isobutyl-1,4-diazepane-1-carbonyl]-N-[4-chloro-6-(2,6-dimethylphenyl)pyrimidin-2-yl]benzenesulfonamide